(4-(Methoxymethoxy)-2,3-dihydrobenzofuran-6-yl)-methanol COCOC1=CC(=CC2=C1CCO2)CO